C(C)(C)(C)P(C1=CC=C(C=C1)OCC)C(C)(C)C di(tert-butyl)(4-ethoxyphenyl)phosphine